(2R,4S,5R,6R)-6-((1R,2R)-3-azido-1,2-dihydroxypropyl)-4-hydroxy-5-(2-hydroxyacetamido)-2-(oct-7-yn-1-yloxy)tetrahydro-2H-pyran-2-carboxylic acid N(=[N+]=[N-])C[C@H]([C@@H](O)[C@H]1[C@@H]([C@H](C[C@@](O1)(C(=O)O)OCCCCCCC#C)O)NC(CO)=O)O